3,4'-dihydroxy-5,3'-dimethoxy-5'-isoprenyl-bibenzyl OC=1C=C(C=C(C1)OC)CCC1=CC(=C(C(=C1)C=CC(C)=C)O)OC